methyl (3S,9R)-5,7-dioxooctahydro-1H-pyrrolo[1,2-a]azepine-3-carboxylate O=C1CC(CCC2N1[C@@H](CC2)C(=O)OC)=O